8-bromo-1-((2r,6s)-3,5-dimethylpiperazin-1-yl)-[1,2,4]triazolo[4,3-a]quinoxaline BrC1=CC=C2N=CC=3N(C2=C1)C(=NN3)N3CC(NC(C3)C)C